NCC1(CCN(CC1)C1=C(C(=C(C(=N1)SC(C(=O)N)C1=CC=CC=C1)C#N)C1CC1)C#N)O 2-((6-(4-(aminomethyl)-4-hydroxypiperidin-1-yl)-3,5-dicyano-4-cyclopropylpyridin-2-yl)thio)-2-phenylacetamide